COC1=CC(=C(C=C1NC1=NC=CC(=N1)C1=CN=C2N1C=CC=C2C)NC(C=C)=O)N(C2CN(CCC2)C)C N-(4-methoxy-2-(methyl(1-methylpiperidin-3-yl)amino)-5-((4-(8-methylimidazo[1,2-a]-pyridin-3-yl)pyrimidin-2-yl)amino)phenyl)acrylamide